(2R,4R)-1-(3-chloro-2-fluorobenzyl)-4-((4-chloro-3-methyl-5-fluoro-6-((5-methyl-1H-pyrazol-3-yl)amino)pyridin-2-yl)methyl)-2-methylpiperidine-4-carboxylic acid ClC=1C(=C(CN2[C@@H](C[C@@](CC2)(C(=O)O)CC2=NC(=C(C(=C2C)Cl)F)NC2=NNC(=C2)C)C)C=CC1)F